ClC1=C(C=C2C=CC=NC2=C1)CC(=O)N1CCC(CC1)N1C(NC2=C1C(=CC=C2)C(F)(F)F)=O 1-(1-(2-(7-Chloroquinolin-6-yl)acetyl)piperidin-4-yl)-7-(trifluoromethyl)-1,3-dihydro-2H-Benzo[d]imidazol-2-one